IC1=NN(C2=NC(=CC(=C21)OC)N2CCC1([C@@H]([C@@H](OC1)C)N)CC2)COCC[Si](C)(C)C (3S,4S)-8-(3-iodo-4-methoxy-1-((2-(trimethylsilyl)ethoxy)methyl)-1H-pyrazolo[3,4-b]pyridin-6-yl)-3-methyl-2-oxa-8-azaspiro[4.5]decan-4-amine